ClC1=CN=C(N1CC1=C(OCCC[C@H](CC(=O)OCC)C)C=CC=C1)C1=CC=C(C=C1)C(F)(F)F ethyl (R)-6-(2-((5-chloro-2-(4-(trifluoromethyl) phenyl)-1H-imidazol-1-yl) methyl) phenoxy)-3-methylhexanoate